C(C)N1C[C@@H]([C@@H](CC1)NC1=CC=CC2=C(N(N=C12)C#CCNC1=C(C=C(C(=O)NC)C=C1)OC)C=C)F 4-((3-(7-(((3S,4R)-1-ethyl-3-fluoropiperidin-4-yl)amino)-3-vinyl-2H-indazol-2-yl)prop-2-yn-1-yl)amino)-3-methoxy-N-methylbenzamide